2-chloro-N-(3,4-di-methoxybenzyl)acetamide ClCC(=O)NCC1=CC(=C(C=C1)OC)OC